COC1=C(C=CC=C1)C=1N=C2N(C(=CC(=N2)N)C#C[Si](C)(C)C)C1 2-(2-methoxyphenyl)-5-(2-trimethylsilylethynyl)imidazo[1,2-a]pyrimidin-7-amine